1-deoxy-1-(4-toluidino)hex-2-ulose CC1=CC=C(C=C1)NCC(=O)C(C(C(CO)O)O)O